t-butyl (1-(exo-3-azabicyclo[3.1.0]hexan-6-yl)ethyl)carbamate C12CNCC2C1C(C)NC(OC(C)(C)C)=O